1-(4-(difluoromethoxy)phenyl)-3-(isoquinolin-4-yl)-2-oxoimidazoline-4-carbonitrile FC(OC1=CC=C(C=C1)N1C(N(C(C1)C#N)C1=CN=CC2=CC=CC=C12)=O)F